2-(4-methyl-2-(pyridin-3-yl)phenyl)-1H-pyrrolo[2,3-b]pyridine CC1=CC(=C(C=C1)C1=CC=2C(=NC=CC2)N1)C=1C=NC=CC1